t-butoxycarbonyl-D-2,4-diaminobutyric acid C(C)(C)(C)OC(=O)C(C(=O)O)(CCN)N